4-(4'-(4-(3-carbamoyl-5-methyl-1H-1,2,4-triazol-1-yl)benzyl)-[1,1'-biphenyl]-4-carbonyl)piperazine-1-carboxylic acid tert-butyl ester C(C)(C)(C)OC(=O)N1CCN(CC1)C(=O)C1=CC=C(C=C1)C1=CC=C(C=C1)CC1=CC=C(C=C1)N1N=C(N=C1C)C(N)=O